BrC1=CC=C(C(=N1)NC(=O)[C@H]1N([C@@H]2C[C@@]2(C1)C)C(=O)OC(C)(C)C)C1CC1 tert-butyl (1R,3S,5R)-3-((6-bromo-3-cyclopropylpyridin-2-yl) carbamoyl)-5-methyl-2-azabicyclo[3.1.0]hexane-2-carboxylate